C(C)(C)(C)OC(=O)N1CC=2N(CCC1)N=C(C2)C(NC)=O.ClC2=NC=NC(=C2)C(F)(F)F 4-chloro-6-(trifluoromethyl)pyrimidine tert-butyl-2-(methylcarbamoyl)-7,8-dihydro-4H-pyrazolo[1,5-a][1,4]diazepine-5(6H)-carboxylate